5-amino-2-(dimethylamino)-N-(pyridin-3-ylmethyl)benzamide disodium 4,4'-bis{[4-anilino-6-morpholinyl-s-triazine-2-yl]-amino}-2,2'-stilbenedisulfonate N(C1=CC=CC=C1)C1=NC(=NC(=N1)N1CCOCC1)NC=1C=C(C(=CC1)C=CC=1C(=CC(=CC1)NC1=NC(=NC(=N1)NC1=CC=CC=C1)N1CCOCC1)S(=O)(=O)[O-])S(=O)(=O)[O-].[Na+].[Na+].NC=1C=CC(=C(C(=O)NCC=2C=NC=CC2)C1)N(C)C